3-[(4-fluorophenoxy)methyl]-4-methyl-2-[2-methyl-5-(1H-1,2,3-triazol-1-yl)-1,3-thiazole-4-carbonyl]-2-azabicyclo[3.1.1]heptane FC1=CC=C(OCC2N(C3CC(C2C)C3)C(=O)C=3N=C(SC3N3N=NC=C3)C)C=C1